C(CCC)[Sn](C=1C=CC=2SC=C(C2C1)[Se]CC(CCCCCC)CCCC)(CCCC)CCCC tributyl-(3-(2-butyloctyl)selenobenz[3,2-b]thiophen-5-yl)tin